2-[4-[4-(aminomethyl)-1-oxo-2H-phthalazin-6-yl]-2-methyl-pyrazol-3-yl]-7-methoxy-benzothiophene-3-carbonitrile NCC1=NNC(C2=CC=C(C=C12)C1=C(N(N=C1)C)C=1SC2=C(C1C#N)C=CC=C2OC)=O